C(#C)[C@@]1([C@@H](O[C@@H]([C@H]1O)CO)N1C(=O)N=C(N)C=C1)O 2'-ethynylcytidine